[Fe](Cl)Cl.C(=O)(O)C1=CC=C(C=C1)C1=C2NC(=C1)C=C1C=CC(=N1)C=C1C=CC(N1)=CC=1C=CC(N1)=C2 (4-Carboxyphenyl)porphyrin iron chloride